methyl (S)-2-(((3-((tert-butoxycarbonyl)amino)-5-methyl-4-oxo-2,3,4,5-tetrahydrobenzo[b][1,4]oxazepin-7-yl)oxy)methyl)thiazole-4-carboxylate C(C)(C)(C)OC(=O)N[C@@H]1C(N(C2=C(OC1)C=CC(=C2)OCC=2SC=C(N2)C(=O)OC)C)=O